1,4-Dihydro-6-[(1-methoxy-2-methyl-3-indolizinyl)carbonyl]-N,N,α-trimethyl-2,4-dioxo-3(2H)-quinazolineacetamide COC=1C(=C(N2C=CC=CC12)C(=O)C=1C=C2C(N(C(NC2=CC1)=O)C(C(=O)N(C)C)C)=O)C